COC=1C=CC=C2C(=C3C(=NC12)OC(CC3)C)C 9-methoxy-2,5-dimethyl-3,4-dihydro-2H-pyrano[2,3-b]quinoline